4-((1R,3R)-2-(bicyclo[1.1.1]pentan-1-yl)-3-methyl-2,3,4,9-tetrahydro-1H-pyrido[3,4-b]indol-1-yl)-3,5-difluoro-N-(2-(pyrrolidin-1-yl)ethyl)aniline C12(CC(C1)C2)N2[C@@H](C=1NC3=CC=CC=C3C1C[C@H]2C)C2=C(C=C(NCCN1CCCC1)C=C2F)F